1-(3'-(5-(3,8-diazabicyclo[3.2.1]octan-3-yl)pyridin-3-yl)-3-chloro-5'-fluoro-2'-hydroxy-[1,1'-biphenyl]-4-yl)-3-methyl-1H-imidazol-2(3H)-one C12CN(CC(CC1)N2)C=2C=C(C=NC2)C=2C(=C(C=C(C2)F)C2=CC(=C(C=C2)N2C(N(C=C2)C)=O)Cl)O